NC1=CC=C(C=C1)C1=CC(=CC=C1)C(=O)OC methyl 4'-amino-[1,1'-biphenyl]-3-carboxylate